7-(2-(methoxymethoxy)phenyl)-2-((1-methylpiperidin-4-yl)amino)-4-(piperazin-1-yl)-5,6,7,8-tetrahydro-1,7-naphthyridine-3-carbonitrile COCOC1=C(C=CC=C1)N1CCC=2C(=C(C(=NC2C1)NC1CCN(CC1)C)C#N)N1CCNCC1